C(C)(C)(C)N(C(=O)OCC=1N(N=C(C1I)Br)C)C1=NC=NC(=C1[N+](=O)[O-])Cl (5-bromo-4-iodo-2-methyl-pyrazol-3-yl)methanol tert-butyl-(6-chloro-5-nitropyrimidin-4-yl)carbamate